4-phenyl-1-{5-[4-(propane-2-sulfonyl)phenyl]-1H-pyrrolo[2,3-b]pyridine-3-carbonyl}piperidine C1(=CC=CC=C1)C1CCN(CC1)C(=O)C1=CNC2=NC=C(C=C21)C2=CC=C(C=C2)S(=O)(=O)C(C)C